2-(azetidin-1-yl)-N-[6-[[tert-butyl-(dimethyl)silyl]oxymethyl]-4-methyl-6,7-dihydro-5H-cyclopenta[b]pyridin-2-yl]acetamide N1(CCC1)CC(=O)NC1=CC(=C2C(=N1)CC(C2)CO[Si](C)(C)C(C)(C)C)C